2-methoxy-N-((4-methoxyphenyl)(methyl)(oxo)-λ6-sulfaneylidene)-4-(5-(trifluoromethyl)-1,2,4-oxadiazol-3-yl)benzamide COC1=C(C(=O)N=S(=O)(C)C2=CC=C(C=C2)OC)C=CC(=C1)C1=NOC(=N1)C(F)(F)F